F[C@@]1(O[C@H]([C@@H]([C@@H]1O)O)N1C=C(C2=C1N=CN=C2NC)F)CO (2S,3S,4R,5R)-2-fluoro-5-(5-fluoro-4-(methylamino)-7H-pyrrolo[2,3-d]pyrimidin-7-yl)-2-(hydroxymethyl)tetrahydrofuran-3,4-diol